8-(4-Carboxyphenylthio)guanosine C(=O)(O)C1=CC=C(C=C1)SC=1N([C@H]2[C@H](O)[C@H](O)[C@@H](CO)O2)C=2N=C(NC(C2N1)=O)N